COC=1C(C(C1OC)=O)=O 3,4-dimethoxycyclobut-3-ene-1,2-dione